P1(OOO1)=O Keto phosphonate